ClC1=C(C=CC=C1)CC(=O)N(C(C#C)=O)CCCOC=1C(=C(C(=O)[O-])C=CC1OC)NC(C#C)=O 3-(N-(2-(2-chlorophenyl)acetyl)propiolamido)propoxy-4-methoxy-2-propiolamidobenzoate